COC1=C(C(=CC=C1)OC)C1=C(C(=CC=C1)C1=C(C=CC=C1OC)OC)P(C(C)(C)C)C1=CC=CC=C1 [2,6-bis(2,6-dimethoxyphenyl)phenyl]-phenyl-tert-butylphosphine